6-[4-(difluoro-methyl)phenyl]-5-[4-[(3S)-1-(3-fluoropropyl)pyrrolidin-3-yl]oxyphenyl]-8,9-dihydro-7H-benzo[7]annulen-2-ol FC(C1=CC=C(C=C1)C1=C(C2=C(CCC1)C=C(C=C2)O)C2=CC=C(C=C2)O[C@@H]2CN(CC2)CCCF)F